ClC1=CC(=CC(=N1)C=1CCN(CC1)C(=O)OC(C)(C)C)C=1CCN(CC1)CC1CC1 tert-butyl 6-chloro-4-[1-(cyclopropylmethyl)-3,6-dihydro-2H-pyridin-4-yl]-3',6'-dihydro-2'H-[2,4'-bipyridine]-1'-carboxylate